C1(=CC=CC=C1)NC=1C(=CC=CC1)C N-phenyl-toluidin